C[C@]12CC3(CC(C[C@@](C1)(C3)C)C2)NC(NC2=CC=C(C(=O)NCCCCCCC(=O)NO)C=C2)=N 4-(3-((1r,3R,5S,7r)-3,5-dimethyladamantan-1-yl)guanidino)-N-(7-(hydroxyamino)-7-oxoheptyl)benzamide